2-aminoethyl (E)-4-(4-hydroxy-3-methoxy-phenyl)but-2-enoate OC1=C(C=C(C=C1)C/C=C/C(=O)OCCN)OC